C(C)OC(C(N)(CC=C(C)C)N)=O 2-amino-3-(2-methylpropenyl)alanine ethyl ester